N-(5-cyanopyridin-3-yl)-2-(1H-imidazol-1-yl)-6-(trifluoromethyl)pyrimidine-4-carboxamide C(#N)C=1C=C(C=NC1)NC(=O)C1=NC(=NC(=C1)C(F)(F)F)N1C=NC=C1